OCCOC=1C=C2C=CC(=CC2=CC1)C1(C2=CC(=CC=C2C=2C=CC(=CC12)Br)Br)C1=CC2=CC=C(C=C2C=C1)OCCO 9,9-bis(6-(2-hydroxyethoxy)-2-naphthyl)-2,7-dibromofluorene